COC1=C(CN[C@@H]2[C@@H](NCCC2)C2=CC=CC=C2)C=C(C=C1)S(F)(F)(F)(F)F (2s,3s)-N-(2-methoxy-5-(pentafluorosulfanyl)benzyl)-2-phenylpiperidin-3-amine